FCC(=O)N(C[C@@H]1C(NCC1)=O)NC(=O)C(CC(C)C)NC(=O)C=1NC2=CC=CC=C2C1 N-[1-[[(2-fluoroacetyl)-[[(3R)-2-oxo-pyrrolidin-3-yl]methyl]amino]carbamoyl]-3-methyl-butyl]-1H-indole-2-carboxamide